COC1=C(C=CC=C1)NC(CN1C=NC2=CC=C(C=C2C1=O)[N+](=O)[O-])=O N-(2-methoxyphenyl)-2-(6-nitro-4-oxoquinazolin-3(4H)-yl)acetamide